5-(4-fluoro-3-methoxy-phenyl)-6-tetrahydropyran-4-yl-1H-pyrrolo[2,3-f]indazole FC1=C(C=C(C=C1)N1C(=CC2=C1C=C1C=NNC1=C2)C2CCOCC2)OC